CC1=C(C=CC=C1)NC(NC=1C=C(C=CC1)C1=CC=CS1)=O 5-(3-(3-(2-methylphenyl)ureido)phenyl)-1H-thiophene